3,3,3-Trifluoro-N-(2-fluoro-4-(8-isopropyl-2-(methylsulfonyl)-7-oxo-7,8-dihydropyrido[2,3-d]pyrimidin-6-yl)phenyl)propane-1-sulfonamide FC(CCS(=O)(=O)NC1=C(C=C(C=C1)C1=CC2=C(N=C(N=C2)S(=O)(=O)C)N(C1=O)C(C)C)F)(F)F